4-(3-(1-acetylpiperidin-4-yl)-7-amino-1H-pyrazolo[4,3-d]pyrimidin-1-yl)-N-(4-(trifluoromethyl)pyridin-2-yl)benzamide C(C)(=O)N1CCC(CC1)C1=NN(C2=C1N=CN=C2N)C2=CC=C(C(=O)NC1=NC=CC(=C1)C(F)(F)F)C=C2